C(CCCCCC)C(=O)CCCCCCCCCCCCCCCCCCCCCC n-docosyl heptyl ketone